7-[5-chloro-2-[[1-(trifluoromethyl)cyclopropyl]methoxy]phenyl]-N-[(2,4-dimethoxyphenyl)methyl]cinnolin-4-amine ClC=1C=CC(=C(C1)C1=CC=C2C(=CN=NC2=C1)NCC1=C(C=C(C=C1)OC)OC)OCC1(CC1)C(F)(F)F